N1C=CC2=CC=C(C=C12)CC(=O)NC1=CC(=NC=C1)C(=O)NC1(CC1)C(F)(F)F 4-[[2-(1H-indol-6-yl)acetyl]amino]-N-[1-(trifluoromethyl)cyclopropyl]pyridine-2-carboxamide